C12N(CC(NC1)CC2)C=2C1=C(N=C(N2)OC[C@]23CCCN3C[C@@H](C2)F)C(=C(N=C1)C=1C=C(C=C(C1C1CC1)F)O)F 3-(4-(2,5-Diazabicyclo[2.2.2]octan-2-yl)-8-fluoro-2-(((2R,7aS)-2-fluorotetrahydro-1H-pyrrolizin-7a(5H)-yl)methoxy)pyrido[4,3-d]pyrimidin-7-yl)-4-cyclopropyl-5-fluorophenol